[N+](=O)([O-])C1=CC=C(C2=NON=C21)NCC[N+](C)(C)C [2-(4-nitro-2,1,3-benzooxadiazol-7-yl)aminoethyl]trimethylammonium